5-ethylsulfonyl-N-methyl-6-[5-(trifluoromethylsulfanyl)-1,3-benzooxazol-2-yl]pyridin-3-amine C(C)S(=O)(=O)C=1C=C(C=NC1C=1OC2=C(N1)C=C(C=C2)SC(F)(F)F)NC